The molecule is a hydroxyisoflavone that is isoflavone substituted by hydroxy groups at positions 3' and 4'. It has been isolated from Penicillium purpurogenum. It has a role as a Penicillium metabolite. It derives from an isoflavone. C1=CC=C2C(=C1)C(=O)C(=CO2)C3=CC(=C(C=C3)O)O